[Na+].[Na+].P(=O)([O-])([O-])OC[C@@H]1[C@H]([C@H]([C@@H](O1)N1C(=O)N=C(N)C=C1)O)O cytidine monophosphate disodium salt